OC1=C(C=C(C=C1)CCNC(C)CCC1=CC=C(C=C1)O)[O-] 2-hydroxy-5-(2-{N-[4-(4-hydroxyphenyl)but-2-yl]amino}ethyl)phenolate